5-chloro-2-fluoro-N-(4-(4,4,5,5-tetramethyl-1,3,2-dioxaborolan-2-yl)phenyl)benzenesulfonamide ClC=1C=CC(=C(C1)S(=O)(=O)NC1=CC=C(C=C1)B1OC(C(O1)(C)C)(C)C)F